benzyl ((1-((1-(3-methoxy-4-nitrophenyl)piperidin-4-yl)methyl)piperidin-4-yl)methyl)carbamate COC=1C=C(C=CC1[N+](=O)[O-])N1CCC(CC1)CN1CCC(CC1)CNC(OCC1=CC=CC=C1)=O